2-(2-(Cyclohept-1-en-1-yl)-5-ethyl-6-(4-(3-hydroxyisonicotinoyl)piperazin-1-yl)-7-oxo-[1,2,4]triazolo[1,5-a]pyrimidin-4(7H)-yl)-N-(4-(pentafluoro-λ6-sulfanyl)phenyl)acetamide C1(=CCCCCC1)C1=NN2C(N(C(=C(C2=O)N2CCN(CC2)C(C2=C(C=NC=C2)O)=O)CC)CC(=O)NC2=CC=C(C=C2)S(F)(F)(F)(F)F)=N1